CC(/C=C/C(C(=O)O)NC(C1=CC(=CC=C1)C=1SC=CC1)=O)(C)C (E)-5,5-dimethyl-2-[m-(2-thienyl)benzoylamino]-3-hexenoic acid